methyl 5-[tert-butoxycarbonyl-(tert-butoxycarbonylamino)amino]thiophene-2-carboxylate C(C)(C)(C)OC(=O)N(C1=CC=C(S1)C(=O)OC)NC(=O)OC(C)(C)C